C(C=C)(=O)NC1=CC=C(C(=O)NC=2C3=C(NN2)C(N(C3)C(=O)NC3(CC3)CN(C)C)(C)C)C=C1 3-(4-acrylamidobenzamido)-N-(1-((dimethylamino)methyl)cyclopropyl)-6,6-dimethyl-4,6-dihydropyrrolo[3,4-c]pyrazole-5(1H)-carboxamide